O=C1N(C(C2=CC=CC=C12)=O)CCCCOC=1C=C(C=C(C1)CN(CC1=NC=CC=C1)CC1=CC=CC(=N1)NC(C1=CC=C(C=C1)F)=O)CN(CC1=NC=CC=C1)CC1=CC=CC(=N1)NC(C1=CC=C(C=C1)F)=O N,N'-(((((5-(4-(1,3-dioxoisoindolin-2-yl)butoxy)-1,3-phenylene)bis(methylene))bis((pyridin-2-ylmethyl)azanediyl))bis(methylene))bis(pyridine-6,2-diyl))bis(4-fluorobenzamide)